C(CCCCCCCCCCCCCCCCCCC)(=O)OCCCCCCCCCCCCCCCCC heptadecyl icosanoate